C(C1=CC=CC=C1)N(C(C1=CC(=CC=C1)N1C2(OC3=C(C(NC1=O)C2)C=CC=C3)C)=O)C N-benzyl-N-methyl-3-(2-methyl-4-oxo-5,6-dihydro-2H-2,6-methanobenzo[g][1,3,5]oxadiazocine-3(4H)-yl)benzamide